BrC1=C(C=C2C=C(N=CC2=C1)OCCCC(=O)OC)C(F)(F)P(=O)(OCC)OCC methyl 4-((7-bromo-6-((diethoxyphosphoryl)difluoromethyl) isoquinolin-3-yl)oxy)butanoate